3-hydroxy-4-[(2-hydroxy-1-naphthyl) azo]-7-nitro-1-naphthalenesulfonate OC=1C=C(C2=CC(=CC=C2C1N=NC1=C(C=CC2=CC=CC=C12)O)[N+](=O)[O-])S(=O)(=O)[O-]